C(CCCCCCC\C=C/CCCCCCCC)(=O)O[C@@H](COP(=O)(OCCNC(=O)OC(C)(C)C)OC(C)(C)C)COC\C=C\CCCCCCCCCCCCCCC (2R)-1-((tert-butoxy(2-((tert-butoxycarbonyl)amino)ethoxy)phosphoryl)oxy)-3-(((E)-octadeca-2-en-1-yl)oxy)propan-2-yl oleate